CN(C)CC1CCC(CC1)[N+]1=NOC(=C1)[N-]C(NC1=CC(=CC(=C1)C(F)(F)F)NC(CC1=NC(=CC=C1)O)=O)=O (3-((1R,4R)-4-((Dimethylamino)methyl)-cyclohexyl)-1,2,3-oxadiazol-3-ium-5-yl)((3-(2-(6-hydroxypyridin-2-yl)acetamido)-5-(trifluoromethyl)phenyl)carbamoyl)amide